N,N'-di-[4-(p-xylenesulfonyloxy)phenyl]urea C1(CC=C(C=C1)C)(C)S(=O)(=O)OC1=CC=C(C=C1)NC(=O)NC1=CC=C(C=C1)OS(=O)(=O)C1(CC=C(C=C1)C)C